[Na+].BrC1=CC=C(C=C1)C1=NOC(=N1)CS(=O)(=O)[O-] [3-(4-bromophenyl)-1,2,4-oxadiazol-5-yl]methanesulfonic acid sodium salt